o-benzyl-m-methyl-p-chlorophenol C(C1=CC=CC=C1)C1=C(C=CC(=C1C)Cl)O